Ethyl (4R)-6-[[(8aR)-2-isopropyl-3-oxo-5,6,8,8a-tetrahydro-1H-imidazo[1,5-a]pyrazin-7-yl]methyl]-4-(2-chloro-3-fluoro-phenyl)-2-thiazol-2-yl-1,4-dihydropyrimidine-5-carboxylate C(C)(C)N1C(N2[C@H](CN(CC2)CC2=C([C@@H](N=C(N2)C=2SC=CN2)C2=C(C(=CC=C2)F)Cl)C(=O)OCC)C1)=O